FC(C1=C(C=C(C=C1)B1OC(C(O1)(C)C)(C)C)F)F 2-(4-(difluoromethyl)-3-fluorophenyl)-4,4,5,5-tetramethyl-1,3,2-dioxaborolane